BrC=1C=C2C(=NNC2=C(C1)OC(F)F)N 5-bromo-7-(difluoromethoxy)-1H-indazol-3-amine